C(C#C)NC1=NC(N(C2=NC(=NC=C21)C(F)(F)F)C=2C=NC=CC2)=O 4-(prop-2-yn-1-ylamino)-1-(pyridin-3-yl)-7-(trifluoromethyl)pyrimido[4,5-d]pyrimidin-2(1H)-one